C[C@@H]1CCC[NH2+]1 The molecule is an organic cation obtained by protonation of the imino group of (R)-2-methylpyrrolidine. It is the major microspecies at pH 7.3 It is an organic cation and an ammonium ion derivative. It is a conjugate acid of a (R)-2-methylpyrrolidine.